2-((S)-4-(fluoromethyl)-2-oxooxazolidin-3-yl)-5,6-dihydrobenzo[f]imidazo[1,2-d][1,4]oxazepine FC[C@H]1N(C(OC1)=O)C=1N=C2N(CCOC3=C2C=CC=C3)C1